3-neopentylbenzo[b]thiophene-5-carboxylic acid C(C(C)(C)C)C=1C2=C(SC1)C=CC(=C2)C(=O)O